1-[(2S)-2-[(1S,3aS,3bR,5aR,7R,9aS,9bR,11aS)-7-hydroxy-7-(methoxymethyl)-11a-methyl-hexadecahydro-1H-cyclopenta[a]phenanthren-1-yl]-2-methoxypropyl]-1H-pyrazole-4-carbonitrile O[C@@]1(CC[C@@H]2[C@H]3CC[C@]4([C@H]([C@@H]3CC[C@@H]2C1)CC[C@@H]4[C@](CN4N=CC(=C4)C#N)(C)OC)C)COC